7-(3'-((3-(methylsulfonamido)piperidin-2-yl)methyl)-[1,1'-biphenyl]-2-yl)heptanoic acid hydrochloride Cl.CS(=O)(=O)NC1C(NCCC1)CC=1C=C(C=CC1)C1=C(C=CC=C1)CCCCCCC(=O)O